methyl-carbamic acid 2-amino-4-((3-bromophenyl) amino)-1,3,5-triazaspiro[5.5]undec-1,3-dien-9-yl ester NC1=NC2(NC(=N1)NC1=CC(=CC=C1)Br)CCC(CC2)OC(NC)=O